N-((6-bromo-2-(2,6-dioxopiperidin-3-yl)-1,3-dioxoisoindoline-5-yl)methyl)-4,9-Dioxo-4,9-dihydronaphtho[2,3-b]furan-2-carboxamide BrC1=C(C=C2C(N(C(C2=C1)=O)C1C(NC(CC1)=O)=O)=O)CNC(=O)C1=CC2=C(O1)C(C1=CC=CC=C1C2=O)=O